4-oxo-6-((1R,2R)-2-(3-(trifluoromethyl)-1H-pyrazol-1-yl)cyclobutyl)-1-((R)-1-(6-(trifluoromethyl)pyridin-3-yl)ethyl)-4,5-dihydro-1H-pyrazolo[3,4-d]pyrimidine-3-carbonitrile O=C1C2=C(N=C(N1)[C@H]1[C@@H](CC1)N1N=C(C=C1)C(F)(F)F)N(N=C2C#N)[C@H](C)C=2C=NC(=CC2)C(F)(F)F